NC=1C(=NC2=C(C1)NN=N2)N diaminotriazolopyridine